ClC=1C=C(C(=O)NNC(=O)C2C(C3CCC2C3)C(=O)O)C=CC1 3-(2-(3-chlorobenzoyl)hydrazine-1-carbonyl)bicyclo[2.2.1]heptane-2-carboxylic acid